Diethyl 2-((dimethylamino)methylene)-4,4-dimethyl-3-oxocyclopentane-1,1-dicarboxylate CN(C)C=C1C(CC(C1=O)(C)C)(C(=O)OCC)C(=O)OCC